2-(bromomethyl)benzenemethanol BrCC1=C(C=CC=C1)CO